magnesium iodide magnesium [Mg+2].[I-].[Mg+2].[I-].[I-].[I-]